(S)-3-((1S,3S)-1-(2,6-difluoro-4-((1-(3-fluoropropyl)azetidin-3-yl)amino)phenyl)-5-fluoro-3-methyl-3,4-dihydro-1H-pyrido[3,4-b]indol-2(9H)-yl)-2-fluoro-2-methylpropan-1-ol FC1=C(C(=CC(=C1)NC1CN(C1)CCCF)F)[C@@H]1N([C@H](CC2=C1NC1=CC=CC(=C21)F)C)C[C@](CO)(C)F